1-phenyl-3-heptyl-1,3-propanedione C1(=CC=CC=C1)C(CC(=O)CCCCCCC)=O